NC=1N=C(SC1C(=O)C1=CC=C(C(=O)NC(C)C)C=C1)N(C1=CC=C(C=C1)F)[C@@H](C(=O)N)C |r| rac-4-[4-Amino-2-(N-(2-amino-1-methyl-2-oxoethyl)-4-fluoroanilino)thiazol-5-carbonyl]-N-isopropylbenzamid